3-(2-pyridinyl)acrylic acid N1=C(C=CC=C1)C=CC(=O)O